(S)-[(9H-Fluoren-9-yl)methoxycarbonyl-amino]phenylacetic acid C1=CC=CC=2C3=CC=CC=C3C(C12)COC(=O)N[C@H](C(=O)O)C1=CC=CC=C1